CC1=CC(=C(C=C1NC1=NC=NC(=C1)N1OCC[C@@H]1C1=CC(=CC=C1)OC1=CC=CC=C1)NC(C=C)=O)N1CCN(CC1)C (R)-N-(4-methyl-2-(4-methylpiperazin-1-yl)-5-((6-(3-(3-phenoxyphenyl)isoxazolidin-2-yl)pyrimidin-4-yl)amino)phenyl)acrylamide